1-hydroxy-N4-(4-((2-methylquinolin-4-yl)amino)phenyl)terephthalamide OC1(C(=O)N)CC=C(C(=O)NC2=CC=C(C=C2)NC2=CC(=NC3=CC=CC=C23)C)C=C1